The molecule is a polyanionic polymer derived from oxidised coenzyme F420-(gamma-Glu)n. Major microspecies at pH 7.3 It has a role as a coenzyme. It is a dialkyl phosphate anion, a carboxylic acid anion and a polyanionic polymer. It derives from a 7,8-didemethyl-8-hydroxy-5-deazariboflavin(1-). C[C@@H](C(=O)N[C@@H](CCC(=O)[O-])C(=O)[O-])OP(=O)([O-])OC[C@H]([C@H]([C@H](CN1C2=CC(=O)C=CC2=CC3=C1N=C(NC3=O)[O-])O)O)O